CN(CCC=1C(=CC(N(C1)C(C(=O)N[C@@H](CC(=O)O)C1=C(C(=CC(=C1)N1[C@H](CCCC1)C)C)F)CC(C)C)=O)C(F)(F)F)C (3S)-3-(2-(5-(2-(dimethylamino)ethyl)-2-oxo-4-(trifluoromethyl)pyridin-1(2H)-yl)-4-methylpentanamido)-3-(2-fluoro-3-methyl-5-((S)-2-methylpiperidin-1-yl)phenyl)propanoic acid